N1(CC1)CCC(=O)O.N1(CC1)CCC(=O)O.N1(CC1)CCC(=O)O.C(O)C(CO)(CC)CO 2,2-dimethylolbutanol-tris[3-(1-aziridinyl) propionate]